S(C)(=O)(=O)O.CS(=O)(=O)O methanesulfonic acid (MESYLIC ACID) salt